C(C)[Si](O[Si](C)(C)C)(O[Si](C)(C)C)O[Si](C)(C)C 3-ethyl-1,1,1,5,5,5-hexamethyl-3-[(trimethylsilyl)oxy]trisiloxane